FC=1C=C(C=CC1N1N=CN=C1)/C=C/C(=O)C1=CC=C(OCCCC(=O)O)C=C1 4-[4-[(E)-3-[3-Fluoro-4-(1,2,4-triazol-1-yl)phenyl]prop-2-enoyl]phenoxy]butanoic acid